benzyl-(6-benzyloxy-6-oxo-hexyl)-(3-trimethylsilylprop-2-ynyl)phosphinic acid C(C1=CC=CC=C1)OP(=O)(CC#C[Si](C)(C)C)CCCCCC(=O)OCC1=CC=CC=C1